CC(C(=O)OCCOC)C(CC)C 2-methoxyethyl 2,3-dimethylpentanoate